1,3,5-Tris(trisbromomethyl)-2,4,6-trivinylbenzene BrC(C1=C(C(=C(C(=C1C=C)C(Br)(Br)Br)C=C)C(Br)(Br)Br)C=C)(Br)Br